C(C1=CC=CC=C1)N1CCN(C2=CC=C(C=C12)OC)C(=O)NC1=C(C=CC=C1)C 4-benzyl-6-methoxy-N-(o-methylphenyl)-3,4-dihydroquinoxaline-1(2H)-formamide